Cl\C(=C/[C@@H]1C([C@@H]1C(=O)OCC1=C(C(=CC(=C1C)F)F)C)(C)C)\C(F)(F)F 3,5-difluoro-2,6-dimethylbenzyl (1R)-cis-3-[(Z)-2-chloro-3,3,3-trifluoro-1-propenyl]-2,2-dimethylcyclopropanecarboxylate